CC1=C(N(C)CS(=O)(=O)[O-])C(=O)N(C2C=CC=CC=2)N1C.O.[Na+] dipyrone